4-(2-Hydroxyethyl)-morpholin OCCN1CCOCC1